FC=1C(=CC(=C(C1)N=NC1=CC=C(C=C1)N)[N+](=O)[O-])[N+](=O)[O-] N-[4-(5-fluoro-2,4-dinitro-phenylazo)-phenyl]-amine